N[C@@]1([C@@H](OCC1)CC)COC1=C(C#N)C(=CC(=C1)C1=CN=C2N1C(=CC=C2)OC)SC (((2S,3r)-3-amino-2-ethyltetrahydrofuran-3-yl)methoxy)-4-(5-methoxyimidazo[1,2-a]pyridin-3-yl)-6-(methylthio)benzonitrile